COC([C@@H](NC(=O)OC(C)(C)C)COC1=CC=2CCCCC2C=C1[N+](=O)[O-])=O N-(tert-butoxycarbonyl)-O-(3-nitro-5,6,7,8-tetrahydronaphthalen-2-yl)-L-serine methyl ester